O1C=CC2=C1C=CC(=C2)S(=O)(=O)N2CC1=C(C2)CN(C1)C(=O)C=1C=C(C=CC1)O 3-[5-(1-Benzofuran-5-sulfonyl)-1H,2H,3H,4H,5H,6H-pyrrolo[3,4-c]pyrrole-2-carbonyl]phenol